CC=1N=NN(C1COC=1C=C2CCN(CC2=CN1)CC1CS(CC1)(=O)=O)C=1C=NC(=CC1)C(F)(F)F 3-{[6-({4-methyl-1-[6-(trifluoromethyl)pyridin-3-yl]-1H-1,2,3-triazol-5-yl}methoxy)-1,2,3,4-tetrahydro-2,7-naphthyridin-2-yl]methyl}-1lambda6-thiolane-1,1-dione